2-(2-(2-Bromo-5-(trifluoromethoxy)benzoyl)hydrazino)-2-oxoacetic acid ethyl ester C(C)OC(C(=O)NNC(C1=C(C=CC(=C1)OC(F)(F)F)Br)=O)=O